ethyl 2-(6-methylhept-5-en-2-yl)cyclopropane-1-carboxylate CC(=CCCC(C)C1C(C1)C(=O)OCC)C